C(C)(CC)[Li] s-Butyl-Lithium